FC=1C=C(OC2=CC=C(C=C2)NC(OCC=2C(=C3C(N(CC3=CC2)C2C(NC(CC2)=O)=O)=O)OCC(N(C)CC)=O)=O)C=CC1F [2-(2,6-dioxopiperidin-3-yl)-4-{[ethyl(methyl) carbamoyl]methoxy}-3-oxo-2,3-dihydro-1H-isoindol-5-yl]methyl N-[4-(3,4-difluorophenoxy)phenyl]carbamate